(2-methyl-5-trifluoromethyl-4-(3-trimethylsilyl-propoxy)-phenyl)-N-ethyl-N-methylformamidine CC1=C(C=C(C(=C1)OCCC[Si](C)(C)C)C(F)(F)F)C(=N)N(C)CC